ClC1=CC=C2C=CN=C(C2=C1)OCCC=1C=C(C(=CC1)N)N 4-(2-((7-chloroisoquinolin-1-yl)oxy)ethyl)benzene-1,2-diamine